N1N=CC2=CC(=CC=C12)NC1=NC(=CC=C1N)C(C)C N2-(1H-Indazol-5-yl)-6-isopropylpyridine-2,3-diamine